ClC1=C(C=NN1C1CC1)NC1=NC2=CC(=C(C=C2C=N1)C#N)[C@H]1[C@@H](CNCC1)F |r| trans-racemic-2-((5-chloro-1-cyclopropyl-1H-pyrazol-4-yl)amino)-7-(3-fluoropiperidin-4-yl)quinazoline-6-carbonitrile